azobis(2-amidinopropane) N(=NCC(C)C(N)=N)CC(C)C(N)=N